C(C)OC(CC1=C(C=CC=C1)OCC1=NN(C2=CC=C(C=C12)C1=CC(=CC=C1)[C@@H](CO)N)C(C)C)=O.C(C)N1N=C2CCCCC2=C1C(=O)C1=CC=C(C=C1)OC (2-ethyl-4,5,6,7-tetrahydro-2H-indazol-3-yl)(4-methoxyphenyl)methanone (S)-ethyl-2-(2-((5-(3-(1-amino-2-hydroxyethyl)phenyl)-1-isopropyl-1H-indazol-3-yl)methoxy)phenyl)acetate